2,3-Difluoro-4-{6-[(methyl-d3)(7H-pyrrolo[2,3-d]pyrimidin-4-yl)amino]-2-azaspiro[3.3]heptan-2-carbonyl}benzonitril FC1=C(C#N)C=CC(=C1F)C(=O)N1CC2(C1)CC(C2)N(C=2C1=C(N=CN2)NC=C1)C([2H])([2H])[2H]